2-(6-{5-chloro-2-[(oxan-4-yl)amino]pyrimidin-4-yl}-1-oxo-2,3-dihydro-1H-isoindol-2-yl)-N-[(1R)-1-(pyrazin-2-yl)ethyl]acetamide ClC=1C(=NC(=NC1)NC1CCOCC1)C1=CC=C2CN(C(C2=C1)=O)CC(=O)N[C@H](C)C1=NC=CN=C1